6-bromo-N'-[4-[tert-butyl(dimethyl)silyl]oxy-2-chloro-5-fluoro-phenyl]-4-chloro-pyrrolo[1,2-b]pyridazine-3-carboxamidine BrC=1C=C2N(N=CC(=C2Cl)C(=NC2=C(C=C(C(=C2)F)O[Si](C)(C)C(C)(C)C)Cl)N)C1